C(C=C)(=O)OCC(C)OC(C=C)=O propylene glycol di-acrylate